FC(C=1C(=C(C=CC1)[C@@H](C)NC1=CN=NC2=CC=C(C=C12)N1C[C@H](CC1)F)F)F N-((R)-1-(3-(difluoromethyl)-2-fluorophenyl)ethyl)-6-((S)-3-fluoropyrrolidin-1-yl)cinnoline-4-amine